1-amino-N'-(4-chlorophenyl)cyclopropane-1-carbohydrazide NC1(CC1)C(=O)NNC1=CC=C(C=C1)Cl